C(C)(C)(C)C1=NN(C(=C1)N)C 3-(tert-butyl)-1-methyl-1H-pyrazole-5-amine